The molecule is a bile acid anion that is the conjugate base of allodeoxycholic acid, obtained by deprotonation of the carboxy group; major species at pH 7.3. It is a conjugate base of an allodeoxycholic acid. C[C@H](CCC(=O)[O-])[C@H]1CC[C@@H]2[C@@]1([C@H](C[C@H]3[C@H]2CC[C@@H]4[C@@]3(CC[C@H](C4)O)C)O)C